(R)-6-amino-5-(3-hydroxy-2,6-dimethylphenyl)-2-isopropyl-4-oxo-4,5-dihydrothiazolo[5,4-c]pyridine-7-carboxamide NC1=C(C2=C(C(N1C1=C(C(=CC=C1C)O)C)=O)SC(=N2)C(C)C)C(=O)N